CN(CCNC(=O)C=1N=NC(=CC1)[131I])C N-(2-(dimethylamino)ethyl)-6-[131I]iodopyridazine-3-carboxamide